FC=1C=CC(=NC1)C1=NN(C=C1C1=C2C(=NC=C1C#N)NC=C2)C 4-[3-(5-fluoro-2-pyridinyl)-1-methyl-pyrazol-4-yl]-1H-pyrrolo[2,3-b]pyridine-5-carbonitrile